3-(4-((2-((6-amino-1-(methylamino)-2,7-naphthyridin-4-yl)ethynyl)pyridin-4-yl)oxy)butoxy)propanoic acid NC=1C=C2C(=CN=C(C2=CN1)NC)C#CC1=NC=CC(=C1)OCCCCOCCC(=O)O